C(C=C)OC(C)(OCC=C)OCC=C triallyloxyethane